OC1(CCC(CC1)C=1N=C2N(N=C(C(=C2)C2=CC=C(C=C2)N2CCNCC2)C(=O)N)C1C1=CC=NC2=CC=CC=C12)C ((1R,4R)-4-hydroxy-4-methylcyclohexyl)-7-(4-(piperazin-1-yl)phenyl)-3-(quinolin-4-yl)imidazo[1,2-b]pyridazine-6-carboxamide